N-(2-chloroethyl)-N-methylaniline ClCCN(C1=CC=CC=C1)C